COCOC=1C=C(C2=CC=CC=C2C1)N1CC=2N=C(N=C(C2CC1)N1CCN(CC1)C(=O)OCC1=CC=CC=C1)OC[C@H]1N(CCC1)C benzyl (S)-4-(7-(3-(methoxymethoxy)naphthalen-1-yl)-2-((1-methylpyrrolidin-2-yl)methoxy)-5,6,7,8-tetrahydropyrido[3,4-d]pyrimidin-4-yl)piperazine-1-carboxylate